FC(S(=O)(=O)OC1=CCC(CC1)O[Si](C)(C)C(C)(C)C)(F)F 4-(tert-butyldimethylsiloxy)cyclohex-1-en-1-yl trifluoromethanesulfonate